5-[bis[(4-methoxyphenyl)methyl]amino]-6-methyl-1H-pyrrolo[3,2-b]pyridine-2-carbaldehyde COC1=CC=C(C=C1)CN(C1=C(C=C2C(=N1)C=C(N2)C=O)C)CC2=CC=C(C=C2)OC